(R)-1-(7-(4-fluorobenzoyl)-8-Methyl-3-(3-methyl-1,2,4-thiadiazol-5-yl)-5,6,7,8-tetrahydroimidazo[1,5-a]pyrazine-1-yl)piperidin-2-one FC1=CC=C(C(=O)N2[C@@H](C=3N(CC2)C(=NC3N3C(CCCC3)=O)C3=NC(=NS3)C)C)C=C1